4-((5-Fluoropyridin-2-yl)oxy)piperidine-1-carboxylic acid tert-butyl ester C(C)(C)(C)OC(=O)N1CCC(CC1)OC1=NC=C(C=C1)F